NC=1C=2N(C(=CN1)C1=CCC(CC1)N)C(=NC2C2=CC=C(C1=CC=CC=C21)NC(NC2=CC(=CC=C2)C(F)(F)F)=O)C 3-{4-[8-amino-5-(4-aminocyclohex-1-en-1-yl)-3-methylimidazo[1,5-a]pyrazin-1-yl]naphthalen-1-yl}-1-[3-(trifluoromethyl)phenyl]urea